rac-2-methoxy-5-[[2-[(2S,5R)-5-methyl-2-(7-oxo-6,8-dihydro-5H-1,8-naphthyridin-3-yl)-1-piperidyl]-2-oxo-acetyl]amino]pyridine-3-carboxamide COC1=NC=C(C=C1C(=O)N)NC(C(=O)N1[C@@H](CC[C@H](C1)C)C=1C=NC=2NC(CCC2C1)=O)=O |r|